C(#N)C1=CC(=CC=2N(C(=NC21)CN2CC1CC1(CC2)C2=NC(=CC=C2)OCC2=C(C=C(C=C2)C#N)OC)C[C@H]2OCC2)C(=O)O 4-cyano-2-((6-(6-((4-cyano-2-methoxybenzyl)oxy)pyridin-2-yl)-3-azabicyclo[4.1.0]heptan-3-yl)methyl)-1-(((S)-oxetan-2-yl)methyl)-1H-benzo[d]imidazole-6-carboxylic acid